2-(4-chlorophenyl)-8,8,11-trimethyl-2-(2-oxopropyl)-5-pentyl-4H,8H-benzo[c][1,3]dioxino[4,5-f]chromen-4-one ClC1=CC=C(C=C1)C1(OC(C=2C(=C3C4=C(C(OC3=CC2CCCCC)(C)C)C=CC(=C4)C)O1)=O)CC(C)=O